2-(2-acryloyloxyethoxy)-1,1'-binaphthyl C(C=C)(=O)OCCOC1=C(C2=CC=CC=C2C=C1)C1=CC=CC2=CC=CC=C12